OC1=COC2=C(C=C1)C=CC(=C2O)CN2CCC(CC2)([2H])C(C(CC)([2H])[2H])O 3,9-Dihydroxy-8-((4-(1-hydroxybutyl-2,2-d2)piperidin-1-yl-4-d)methyl)benzo[5,6]oxepin